1-(cyclobutyl-methyl)-8-dimethylamino-3-[2-methylsulfonyl-4-(trifluoromethyl)-phenyl]-8-phenyl-1,3-diazaspiro[4.5]decan-2-one C1(CCC1)CN1C(N(CC12CCC(CC2)(C2=CC=CC=C2)N(C)C)C2=C(C=C(C=C2)C(F)(F)F)S(=O)(=O)C)=O